tert-butyl 7-(3-((2-(2,6-dioxopiperidin-3-yl)-1,3-dioxoisoindolin-5-yl)amino)propyl)-2,7-diazaspiro[3.5]nonane-2-carboxylate O=C1NC(CCC1N1C(C2=CC=C(C=C2C1=O)NCCCN1CCC2(CN(C2)C(=O)OC(C)(C)C)CC1)=O)=O